(azetidin-1-yl)imidazo[1,2-B]pyridazin-2-amine N1(CCC1)C1=C(N=C2N1N=CC=C2)N